2-(1-methyl-7-oxo-3-((5-(trifluoromethyl)pyridin-2-yl)amino)-1,7-dihydro-6H-pyrazolo[4,3-d]Pyrimidin-6-yl)acetamide CN1N=C(C=2N=CN(C(C21)=O)CC(=O)N)NC2=NC=C(C=C2)C(F)(F)F